2-Fluoroethylfluoroacetat FCCOC(CF)=O